C(C)OC(C(=O)NS(=O)(=O)O)=O sulfo-oxamic acid ethyl ester